S(=O)(=O)(C1=CC=C(C)C=C1)OC1CC(C1)C(=O)OCC (1r,3r)-ethyl 3-(tosyloxy)cyclobutanecarboxylate